BrC=1C=C(C=CC1)C(CC(CCCCC)=O)=O 1-(3-bromophenyl)-1,3-octanedione